(2S)-2-[(5-{[(2,4-diamino-6-oxo-1,6-dihydropyrimidin-5-yl)carbamoyl]amino}pyridin-2-yl)formamido]-2-phenylacetic acid NC=1NC(C(=C(N1)N)NC(=O)NC=1C=CC(=NC1)C(=O)N[C@H](C(=O)O)C1=CC=CC=C1)=O